[N+](=O)([O-])C1=CN=C(S1)C=1C(=C(C(=O)N)C=CC1)OC1=CC=CC=C1 (5-nitrothiazol-2-yl)-2-phenoxybenzamide